Methyl (4(S)-phenyloxazolidin-2-on-3-yl)acetate C1(=CC=CC=C1)[C@@H]1N(C(OC1)=O)CC(=O)OC